1-(3-dimethylaminopropyl)-3-ethylcarbodiimide-hydrochloride Cl.CN(CCCN=C=NCC)C